2-(1-((1r,4r)-4-(cyanomethyl)cyclohexyl)-1,6-dihydroimidazo[4,5-d]pyrrolo[2,3-b]pyridin-2-yl)-N-(4-(cyanomethyl)phenyl)acetamide C(#N)CC1CCC(CC1)N1C(=NC=2C1=C1C(=NC2)NC=C1)CC(=O)NC1=CC=C(C=C1)CC#N